C(C)(C)(C)N1N=C(C(=C1C)O)C1=CC(=CC=C1)C=1C=NC=CC1 1-(tert-Butyl)-3-(3-(pyridin-3-yl)phenyl)-5-methyl-pyrazol-4-ol